F[C@@H]1CN(CC1)C1=NC=CC(=C1C1=CC(=NN1)C1=CC=C(C=C1)C(C)C)C1=CC=CC=C1 (S)-2-(3-fluoropyrrolidin-1-yl)-3-(3-(4-isopropylphenyl)-1H-pyrazol-5-yl)-4-phenylpyridine